E-2-chloro-1,1,1,4,4,4-hexafluoro-2-butene Cl\C(\C(F)(F)F)=C\C(F)(F)F